C(C)(=O)O[C@H](C)C=1C(=NC=CC1)OC [(1R)-1-(2-methoxy-3-pyridyl)ethyl] acetate